(R)-3-(1-(tert-Butoxycarbonyl)pyrrolidin-2-yl)-1-methyl-1H-pyrazole-5-carboxylic acid ethyl ester C(C)OC(=O)C1=CC(=NN1C)[C@@H]1N(CCC1)C(=O)OC(C)(C)C